FC(COC(C(=O)Cl)=O)(F)F.O=C(C(=O)OCC(F)(F)F)NC(C)C1=NC=C(C=C1)C(F)(F)F 2,2,2-trifluoroethyl 2-oxo-2-[1-[5-(trifluoromethyl)-2-pyridyl]ethylamino]acetate 2,2,2-trifluoroethyl-2-chloro-2-oxo-acetate